BrC1=C(C=C2C(=NC(=NC2=C1F)OCC(F)(F)F)N1C[C@H]2CC[C@@H](C1)N2C(=O)OC(C)(C)C)C(=C)OCC tert-butyl (1R,5S)-3-(7-Bromo-6-(1-ethoxyvinyl)-8-fluoro-2-(2,2,2-trifluoroethoxy)quinazolin-4-yl)-3,8-diazaBicyclo[3.2.1]octane-8-carboxylate